2-trimethylammonioethyl bromide C[N+](CCBr)(C)C